C(#N)C1=CC=C(C=N1)CC(=O)N(CCC)C[C@H](C=1C=NC=CC1)O 2-(6-cyano-3-pyridyl)-N-[(2S)-2-hydroxy-2-(3-pyridyl)ethyl]-N-propyl-acetamide